C(C)(C)(C)OC(N(C[C@H](C)O)C(C)C1=NNC2=CC(=CC=C12)Br)=O tert-Butyl(1-(6-bromo-1H-indazol-3-yl)ethyl)((S)-2-hydroxypropyl)carbamate